[N+](=O)([O-])C=1[C@H](OC2=CC=CC=C2C1)C1=C(C=CC=C1)C (R)-3-nitro-2-(o-tolyl)-2H-chromene